N-(4-Amino-3-iodophenyl)-2,2-difluoro-N-methyl-acetamide NC1=C(C=C(C=C1)N(C(C(F)F)=O)C)I